(S)-7-(1-(9H-purin-6-ylamino)ethyl)-6-(3-fluorophenyl)-3-methyl-5H-thiazolo-[3,2-a]pyrimidin-5-one N1=CN=C2NC=NC2=C1N[C@@H](C)C=1N=C2N(C(C1C1=CC(=CC=C1)F)=O)C(=CS2)C